5-Amino-8-furan-2-yl-3-{2-[3-(4-methoxy-phenyl)-pyrrol-1-yl]-ethyl}-1-methyl-1,3-dihydro-[1,2,4]triazolo[5,1-i]purin-2-one NC=1N2C(C=3N(C(N(C3N1)CCN1C=C(C=C1)C1=CC=C(C=C1)OC)=O)C)=NC(=N2)C=2OC=CC2